C1=CC2=C3C(=C1)C(=O)OC(=O)C3=CC(=C2O)N 3-amino-4-hydroxy-1,8-naphthalic anhydride